5,5-bis(2,2,3,3-tetrafluoropropoxy)-1,3,3,4,4-pentafluorocyclopentene FC(COC1(C(C(C=C1F)(F)F)(F)F)OCC(C(F)F)(F)F)(C(F)F)F